benzyl N-[(1R)-1-(hydroxymethyl)-2-[(2S)-tetrahydropyran-2-yl]ethyl]carbamate OC[C@@H](C[C@H]1OCCCC1)NC(OCC1=CC=CC=C1)=O